[Si](C)(C)(C(C)(C)C)OCC1=CC=C(C=C1)N1CCN(CC1)CC=1C=CC(=NC1)NC1=NC=C(C(=N1)C=1C=C(C2=C(N(C(=N2)C)C(C)C)C1)F)F N-(5-((4-(4-(((tert-butyldimethylsilyl)oxy)methyl)phenyl)piperazin-1-yl)methyl)pyridin-2-yl)-5-fluoro-4-(4-fluoro-1-isopropyl-2-methyl-1H-benzo[d]imidazol-6-yl)pyrimidin-2-amine